FC=1C=C2C(=NNC2=CC1OCCOC)C1=CC(=NO1)C1=CC=C(C(=O)N2CC(C2)N(C)C)C=C1 1-(4-{5-[5-Fluoro-6-(2-methoxyethoxy)-1H-indazol-3-yl]-1,2-oxazol-3-yl}benzoyl)-N,N-dimethylazetidin-3-amine